NC1=C2C(=NC=N1)N(N=C2C#CC=2C=C(C=CC2C)NC(=O)N2OCC[C@@H]2C2=C(C(=CC=C2)F)F)CC (R)-N-(3-((4-amino-1-ethyl-1H-pyrazolo[3,4-d]pyrimidin-3-yl)ethynyl)-4-methylphenyl)-3-(2,3-difluorophenyl)isoxazolidin-2-carboxamide